NC=1C2=C(N=CN1)N(C=C2C=2C(=C1CCN(C1=CC2)C(=O)OC(C)(C)C)F)C2CC2 TERT-BUTYL 5-(4-AMINO-7-CYCLOPROPYL-7H-PYRROLO[2,3-D]PYRIMIDIN-5-YL)-4-FLUOROINDOLINE-1-CARBOXYLATE